BrC1=CC=C(C=C1)NS(=O)(=O)C=1C=C(C=CC1)NC(CC1=CC(=C(C=C1)OC)F)=O N-(3-(N-(4-bromophenyl)sulfamoyl)phenyl)-2-(3-fluoro-4-methoxyphenyl)acetamide